CN1CCN(C(CC1)=O)C1=CC(=CC=C1)OC(CCNC)C1=CC=CC=C1 1-Methyl-4-(3-(3-(methylamino)-1-phenylpropoxy)phenyl)-1,4-diazepan-5-one